[N-](S(=O)(=O)C(F)(F)F)S(=O)(=O)C(F)(F)F.C(C)[N+]1=C(NC=C1)C ethylmethylimidazolium bis(trifluoromethanesulfonyl)imide